oxo-1',2',4,6-tetrahydrospiro[cyclopenta[d]thiazole-5,3'-pyrrolo[2,3-b]pyridine]-2-carboxylic acid O=C1C2(C=3C(=NC=CC3)N1)CC1=C(N=C(S1)C(=O)O)C2